NC1=NC(=NN2C1=NC=C2CC=2C=NC(=C(C2)C)N2CCNCC2)O 4-amino-7-((5-methyl-6-(piperazin-1-yl)pyridin-3-yl)methyl)imidazo[2,1-f][1,2,4]triazin-2-ol